O\N=C\C(=O)NC1=CC=C(C(=O)O)C=C1 4-[(2E)-2-(N-hydroxyimino)acetamido]benzoic acid